4-((tert-butoxycarbonyl)amino)benzyl bromide C(C)(C)(C)OC(=O)NC1=CC=C(CBr)C=C1